6-[(2S)-2-amino-4,4,4-trifluorobutyl]-7-methyl-N-[(thiophen-2-yl)methyl]thieno[3,2-c]pyridazin-4-amine N[C@H](CC1=C(C=2N=NC=C(C2S1)NCC=1SC=CC1)C)CC(F)(F)F